7-amino-6-bromo-N-((R)-cyclopropyl(2-pyrimidinyl)methyl)-N-((5-(trifluoromethyl)-2-pyridinyl)methyl)-1,8-naphthyridine-3-carboxamide NC1=C(C=C2C=C(C=NC2=N1)C(=O)N(CC1=NC=C(C=C1)C(F)(F)F)[C@@H](C1=NC=CC=N1)C1CC1)Br